[(1R)-2-[(3S)-2,3-dihydro-1-benzofuran-3-yl]-1-{[(1S,8R)-11-oxatricyclo[6.2.1.02,7]undeca-2(7),3,5-trien-1-yl]formamido}ethyl]boronic acid O1C[C@H](C2=C1C=CC=C2)C[C@H](NC(=O)[C@@]21C=3C=CC=CC3[C@@H](CC2)O1)B(O)O